COC(=O)C=1C(=NNC1)C=O 3-FORMYL-1H-PYRAZOLE-4-CARBOXYLIC ACID METHYL ESTER